N1=CC(=CC=C1)C1=NNC2=CC=C(C=C12)NC(C1=CC=CC=C1)=O N-(3-(pyridin-3-yl)-1H-indazol-5-yl)benzamide